[Zn+2].P([O-])([O-])[O-].[Zn+2] zinc phosphite zinc